4-(2-Fluoro-4-nitrophenyl)-4H-1,2,4-triazole FC1=C(C=CC(=C1)[N+](=O)[O-])N1C=NN=C1